(4-hydroxyphenyl)methyl-(4-methylbenzyl)sulfonium tetrakis(pentafluorophenyl)borate FC1=C(C(=C(C(=C1[B-](C1=C(C(=C(C(=C1F)F)F)F)F)(C1=C(C(=C(C(=C1F)F)F)F)F)C1=C(C(=C(C(=C1F)F)F)F)F)F)F)F)F.OC1=CC=C(C=C1)C[SH+]CC1=CC=C(C=C1)C